α-bromo-β-(5-imidazoyl)propionic acid BrC(C(=O)O)CC(=O)C1=CN=CN1